2,5-dimethyl-3-phenoxy-7-propoxy-4H-chromen-4-one CC=1OC2=CC(=CC(=C2C(C1OC1=CC=CC=C1)=O)C)OCCC